N4-{(1R)-1-[3-(difluoromethyl)-2-fluorophenyl]ethyl}-N6-(2-methoxyethyl)-N6,2-dimethylpyrido[3,4-d]pyrimidine-4,6-diamine FC(C=1C(=C(C=CC1)[C@@H](C)NC=1C2=C(N=C(N1)C)C=NC(=C2)N(C)CCOC)F)F